O1CCC2=C1C=CC(=C2)CN(CCC2=CC=C(C=C2)NC(=O)C2=C(C=C(C(=C2)OC)OC)NC(=O)C=2OC1=CC=CC=C1C(C2)=O)CC N-(2-((4-(2-(((2,3-Dihydrobenzofuran-5-yl)methyl)(ethyl)amino)ethyl)phenyl)carbamoyl)-4,5-dimethoxyphenyl)-4-oxo-4H-chromene-2-carboxamide